bromo-6-chloropyridazin-3-amine BrC1=C(N=NC(=C1)Cl)N